COC(=O)C=1C=C(CCC2N(CC2)C(=O)OC(C)(C)C)C=CC1C tert-butyl 2-(3-(methoxy carbonyl)-4-methylphenethyl)azetidine-1-carboxylate